methyl 4-[[3-(4-chlorophenyl)-4-[2-[[(E)-3-[2-fluoro-4-(trifluoromethyl)phenyl]prop-2-enoyl]amino]acetyl]piperazin-1-yl]methyl]benzoate ClC1=CC=C(C=C1)C1CN(CCN1C(CNC(\C=C\C1=C(C=C(C=C1)C(F)(F)F)F)=O)=O)CC1=CC=C(C(=O)OC)C=C1